N-({5-[5-(difluoromethyl)-1,3,4-oxadiazol-2-yl]-1,3-thiazol-2-yl}methyl)-N-(5-fluoropyridin-3-yl)-2-{3-oxa-6-azabicyclo[3.1.1]heptan-6-yl}ethane-1-sulfonamide FC(C1=NN=C(O1)C1=CN=C(S1)CN(S(=O)(=O)CCN1C2COCC1C2)C=2C=NC=C(C2)F)F